3-(4-((4-(methylamino)butyl)(pentyl)amino)-1-oxoisoindolin-2-yl)piperidine-2,6-dione CNCCCCN(C1=C2CN(C(C2=CC=C1)=O)C1C(NC(CC1)=O)=O)CCCCC